Potassium 3-{3,5-dihydroxy-4-[3-(3-hydroxy-4-methoxyphenyl)propanoyl]phenoxy}propane-1-sulfonate OC=1C=C(OCCCS(=O)(=O)[O-])C=C(C1C(CCC1=CC(=C(C=C1)OC)O)=O)O.[K+]